6-[7-methoxy-8-(prop-2-enamido)naphthalen-2-yl]-N-[(3S)-1-methylpiperidin-3-yl]pyridine-2-carboxamide COC1=CC=C2C=CC(=CC2=C1NC(C=C)=O)C1=CC=CC(=N1)C(=O)N[C@@H]1CN(CCC1)C